C(C1=CC=CC=C1)NC(=O)C12N=CC3C(C1N(CC2C3)CC(C)C)CC3=CC=CC=C3 N,7-dibenzyl-1-isobutyl-1,2,3,6,7,7a-hexahydro-3aH-3,6-methanopyrrolo[3,2-b]pyridine-3a-carboxamide